The molecule is an O-acyl-D-carnitine in which the acyl group specified as octanoyl. It is an O-octanoylcarnitine and an O-acyl-D-carnitine. It is an enantiomer of an O-octanoyl-L-carnitine. CCCCCCCC(=O)O[C@@H](CC(=O)[O-])C[N+](C)(C)C